5,5-difluoro-1-[2-(6-trifluoromethyl-imidazo[1,2-a]pyridin-3-yl)-pyrimidin-4-yl]-piperidine-3-carboxylic acid methyl ester COC(=O)C1CN(CC(C1)(F)F)C1=NC(=NC=C1)C1=CN=C2N1C=C(C=C2)C(F)(F)F